CC1C(C(CC1)O)O 3-methyl-1,2-cyclopentanediol